2-Cyclopropylmethyl-6-[1-(2-fluoro-6-methyl-phenyl)-piperidin-4-yl]-4-(2-trifluoromethyl-benzyl)-2,4,6,7-tetrahydro-pyrazolo[4,3-d]pyrimidin-5-on C1(CC1)CN1N=C2C(N(C(N(C2)C2CCN(CC2)C2=C(C=CC=C2C)F)=O)CC2=C(C=CC=C2)C(F)(F)F)=C1